C(C)(C)(C)OC(=O)NN(C(=O)NC(C1=CC(=NC=C1)C(F)(F)F)=O)C1=CC(=C(C=C1)C)Br 2-(3-bromo-4-methylphenyl)-2-((2-(trifluoromethyl)isonicotinoyl)aminocarbonyl)hydrazine-1-carboxylic acid tert-butyl ester